gamma-(N,N-diethyl)aminopropylmethyldimethoxysilane Ethyl-(7E)-7-(p-tolylsulfonylhydrazono)-4H-[1,2,4]triazolo[1,5-a]pyrimidine-5-carboxylate hydrochloride Cl.C(C)OC(=O)C=1NC=2N(/C(/C1)=N/NS(=O)(=O)C1=CC=C(C=C1)C)N=CN2.C(C)N(CC)CCC[Si](OC)(OC)C